4-cyclopropyl-5-((2-methyl-1,4-diazepan-1-yl)sulfonyl)isoquinolin-1-ol C1(CC1)C1=CN=C(C2=CC=CC(=C12)S(=O)(=O)N1C(CNCCC1)C)O